1,1,1,3,3,3-hexafluoro-propan-2-yl (1S)-1-(((2,3-dihydropyridazin-3-yl)meth-yl)carbamoyl)-6-azaspiro-[2.5]octane-6-carboxylate N=1NC(C=CC1)CNC(=O)[C@H]1CC12CCN(CC2)C(=O)OC(C(F)(F)F)C(F)(F)F